BrC1=C(C=CC=C1)C(C1=CC=CC=C1)(N)N bromodiaminodiphenylmethane